1-(2,3-difluorophenyl)-2,2-difluoroethanamine FC1=C(C=CC=C1F)C(C(F)F)N